C(C)(C)(C)OC(=O)N1C(C(N(C(C1([2H])[2H])([2H])[2H])C(=O)C=1C=NC(=CC1)Br)([2H])[2H])([2H])[2H].C1=CC=CC=2C3=CC=CC=C3N(C12)C1=CC(=CC(=C1)N1C2=CC=CC=C2C=2C=CC=CC12)N1C2=CC=CC=C2C=2C=CC=CC12 1,3,5-tris(9-carbazolyl)benzene Tert-butyl-4-(6-bromopyridine-3-carbonyl)-2,2,3,3,5,5,6,6-octadeutero-piperazine-1-carboxylate